4-(1-Methyl-1H-pyrazole-yl)-N-((3S,4S)-4-(3,4-difluorophenyl)piperidin-3-yl)-2-fluorobenzamide tert-butyl-(3',6'-dibromo-3-oxo-3H-spiro[isobenzofuran-1,9'-xanthen]-6-yl)carbamate C(C)(C)(C)N(C(O)=O)C1=CC=C2C(OC3(C4=CC=C(C=C4OC=4C=C(C=CC34)Br)Br)C2=C1)=O.CN1N=C(C=C1)C1=CC(=C(C(=O)N[C@@H]2CNCC[C@H]2C2=CC(=C(C=C2)F)F)C=C1)F